C(C)(C)C1(S)[C@H](O)[C@@H](O)[C@@H](O)[C@H](O1)CO.S(C1[C@H](O)[C@@H](O)[C@@H](O)[C@H](O1)CO)C(C)C isopropyl thiogalactopyranoside (isopropyl thiogalactopyranoside)